NC1=NNC2=CC=C(C(=C12)C)C1=C(C=C(C=C1)S(=O)(=O)N1C[C@H](CC1)O)C (S)-1-((4-(3-amino-4-methyl-1H-indazol-5-yl)-3-methylphenyl)sulfonyl)pyrrolidin-3-ol